COC=1C=C(C=CC1)C1=CC=C(S1)N 5-(3-methoxyphenyl)thiophen-2-amine